C(C1=CC=CC=C1)N(C(=O)N1[C@H]2[C@H](N(C[C@@H]1CC2)C(=O)C2(CCCCC2)C2=CC=CC=C2)C(=O)O)C (1R,2S,5S)-8-(benzyl(methyl)carbamoyl)-3-(1-phenylcyclohexane-1-carbonyl)-3,8-diazabicyclo[3.2.1]octane-2-carboxylic acid